ClC1=C(C(=O)NC2=CC(=NN2C)C2=C(C=C(C=C2)NC(C2=C(N=CC=C2)C)=O)F)C=CC=C1 N-(4-(5-(2-chlorobenzamido)-1-methyl-1H-pyrazol-3-yl)-3-fluorophenyl)-2-methylnicotinamide